[6-(2,3-Dihydro-benzo[1,4]dioxin-5-yl)-2-methoxy-pyridin-3-yl]-{3-[4-(1H-pyrazol-4-ylmethyl)-piperazin-1-ylmethyl]-phenyl}-amine O1CCOC2=C1C=CC=C2C2=CC=C(C(=N2)OC)NC2=CC(=CC=C2)CN2CCN(CC2)CC=2C=NNC2